1-(4-pyridinyl)-2-phenylethane N1=CC=C(C=C1)CCC1=CC=CC=C1